The molecule is a pentacyclic triterpenoid that is the 23-monomethyl ester of gypsogenic acid. It has been isolated from Pisonia aculeata. It has a role as a metabolite and a plant metabolite. It is a hydroxy carboxylic acid, a pentacyclic triterpenoid and a carboxylic ester. It derives from a gypsogenic acid. It derives from a hydride of an oleanane. C[C@]12CC[C@@H]([C@@]([C@@H]1CC[C@@]3([C@@H]2CC=C4[C@]3(CC[C@@]5([C@H]4CC(CC5)(C)C)C(=O)O)C)C)(C)C(=O)OC)O